1,3-dimethyl-7-[(4-nitrophenyl)methyl]-2,3,6,7-tetrahydro-1H-purine-2,6-dione CN1C(N(C=2N=CN(C2C1=O)CC1=CC=C(C=C1)[N+](=O)[O-])C)=O